(R)-2-benzyl-4-(tert-butoxy)-4-oxobutanoic acid C(C1=CC=CC=C1)[C@@H](C(=O)O)CC(=O)OC(C)(C)C